FC(CNC=1N=CC2=C(N1)NC=C2C=2C=C1C=NC=NC1=CC2)(C)F N-(2,2-difluoropropyl)-5-(quinazolin-6-yl)-7H-pyrrolo[2,3-d]pyrimidin-2-amine